4,5,6,7-tetrahydroisoxazolo(5,4-c)pyridin-3(2H)-one O1NC(C2=C1CNCC2)=O